N-(1-(2-ethylbutyl)piperidin-4-yl)-4-isopropyl-5-(8-methyl-[1,2,4]triazolo[1,5-a]pyridin-6-yl)-1H-pyrazole-3-carboxamide C(C)C(CN1CCC(CC1)NC(=O)C1=NNC(=C1C(C)C)C=1C=C(C=2N(C1)N=CN2)C)CC